S1C(=CC=C1)C=1SC=CN1 2-(thiophen-2-yl)thiazol